P(=O)(=O)C(C(=O)O)CCCCCC\C=C/C\C=C/CCCCC phospho-linoleic acid